C1(=CC=CC=C1)[C@@H]1CCC2=NN(C(N21)=O)C2CC(C2)C2=CC=CC=C2 (S)-5-phenyl-2-((1s,3R)-3-phenylcyclobutyl)-2,5,6,7-tetrahydro-3H-pyrrolo[2,1-c][1,2,4]triazol-3-one